1,2-bis(2-aminophenoxy)benzene NC1=C(OC2=C(C=CC=C2)OC2=C(C=CC=C2)N)C=CC=C1